[O].ClCCl dichloromethane oxygen